C(C)(C)(C)[Si](C)(C)OC(CCl)(C)C tert-butyl[(1-chloro-2-methylpropan-2-yl)oxy]dimethylsilane